pyrrolo[1,2-a][1,5]diazocin C=1C=2N(C=CC=NC1)C=CC2